4-Bromo-5-methyl-1-(oxan-2-yl)-1H-benzimidazole BrC1=C(C=CC=2N(C=NC21)C2OCCCC2)C